5-pentanoyl-2,2-dimethyl-1,3-dioxane-4,6-dione C(CCCC)(=O)C1C(OC(OC1=O)(C)C)=O